C(C)OC=1C=C(C=CC1O)C(C1=C(C(=C(C=C1C)C)C)O)C1=C(C(=C(C=C1C)C)C)O 2,2'-[(3-ethoxy-4-hydroxyphenyl)methylene]bis(3,5,6-trimethylphenol)